(7R,8R,9R)-2,3-Dimethyl-7,8-dimethoxy-9-phenyl-7,8,9,10-tetrahydro-imidazo[1,2-h][1,7]naphthyridine CC=1N=C2N(C=CC=3[C@H]([C@@H]([C@H](NC23)C2=CC=CC=C2)OC)OC)C1C